COC1=CC(=CC2=C1N=C(O2)C)NC(=O)N2CCC=1C2=NC=CC1N1CCNCC1 N-(4-methoxy-2-methylbenzo[d]oxazol-6-yl)-4-(piperazin-1-yl)-2,3-dihydro-1H-pyrrolo[2,3-b]pyridine-1-carboxamide